isopropyl ((S)-(perfluorophenoxy) (phenoxy) phosphoryl)-L-alaninate FC1=C(O[P@@](=O)(OC2=CC=CC=C2)N[C@@H](C)C(=O)OC(C)C)C(=C(C(=C1F)F)F)F